Glyceryl octanate C(CCCCCCC)(=O)OCC(O)CO